8-bromo-2-(4-chloro-2-fluoro-phenyl)-4,4-difluoro-chroman BrC=1C=CC=C2C(CC(OC12)C1=C(C=C(C=C1)Cl)F)(F)F